4-(2-Amino-2-methylpropanoyl)-N-(1-(4-(2-((3R)-3-(1-aminoethyl)pyrrolidin-1-yl)ethyl)phenyl)-2-oxo-1,2-dihydropyrimidin-4-yl)piperazine-1-carboxamide hydrochloride salt Cl.NC(C(=O)N1CCN(CC1)C(=O)NC1=NC(N(C=C1)C1=CC=C(C=C1)CCN1C[C@@H](CC1)C(C)N)=O)(C)C